ClC=1C=C(C=2N(N1)C=NC2F)C2=NN(C=C2)C {2-chloro-5-fluoroimidazo[1,5-b]pyridazin-4-yl}-1-methyl-1H-pyrazole